N1=NC(C=C1)=O 3H-pyrazol-3-one